4-(5-chloro-2-methoxyphenyl)-6-methylnicotinamide ClC=1C=CC(=C(C1)C1=CC(=NC=C1C(=O)N)C)OC